C12(CC(C1)C2)N2[C@@H](C=1NC3=CC=CC=C3C1C[C@H]2C)C2=CC=C(C=C2)NC2CN(C2)CC(C)(F)F N-(4-((1R,3R)-2-(bicyclo[1.1.1]pentan-1-yl)-3-methyl-2,3,4,9-tetrahydro-1H-pyrido[3,4-b]indol-1-yl)phenyl)-1-(2,2-difluoropropyl)azetidin-3-amine